FC=1C=CC(=NC1)C1=NN(C(=C1)O)CC(C)(C)O (5-fluoropyridin-2-yl)-1-(2-hydroxy-2-methylpropyl)-1H-pyrazol-5-ol